N1(CCC1)C1=CC2=C(C=C(O2)C(=O)NS(=O)(=O)C2=C(C=CC=C2C(F)(F)F)OC(C)C)C(=C1)F 6-(Azetidin-1-yl)-4-fluoro-N-{2-[(propan-2-yl)oxy]-6-(trifluoromethyl)benzene-1-sulfonyl}-1-benzofuran-2-carboxamide